2,6-dimethyl-2,6-heptanediol benzoate Diphenylphosphonite C1(=CC=CC=C1)P(O)(O)C1=CC=CC=C1.C(C1=CC=CC=C1)(=O)O.CC(C)(CCCC(C)(O)C)O